C(#N)C1=CC=C(C=C1)C1=CCC(C=C1)(C1=CC=CC=C1)OCCCCCCCCCCCC 4-cyano-4'-dodecyloxy-p-terphenyl